8-chloro-2-methyl-5-(5-methylthiophen-2-yl)-[1,2,4]triazolo[1,5-c]pyrimidin-7-amine ClC=1C=2N(C(=NC1N)C=1SC(=CC1)C)N=C(N2)C